4-(4-amino-3,5-dimethyl-1H-pyrazol-1-yl)piperidine NC=1C(=NN(C1C)C1CCNCC1)C